N1=CN=CC(=C1)C1=CC2=C(N=C(S2)NC(=O)C2C(C3C=CC2C3)C(=O)O)C=C1 3-[(6-pyrimidin-5-yl-1,3-benzothiazol-2-yl)carbamoyl]bicyclo[2.2.1]hept-5-ene-2-carboxylic acid